CC1=NC=C(C=C1C=1C=NC(=C(C1)N1CCOCC1)OC1CCOCC1)NC(C1=CC(=CC=C1)C(F)(F)F)=O N-(2-methyl-5'-morpholino-6'-((tetrahydro-2H-pyran-4-yl)oxy)-[3,3'-bipyridin]-5-yl)-3-(trifluoromethyl)benzamide